(2-(10H-spiro[acridin-9,9'-fluoren]-10-yl)butyl)phosphoric acid C1=CC=CC=2C3=CC=CC=C3C3(C12)C1=CC=CC=C1N(C=1C=CC=CC13)C(COP(O)(O)=O)CC